C(C)(C)NC1=CC=C(C=C1)F N-isopropyl-p-fluoroaniline